(2R)-2-amino-3-hydroxy-N-[(1R)-1-(3-methylphenyl)ethyl]propanamide N[C@@H](C(=O)N[C@H](C)C1=CC(=CC=C1)C)CO